NC=1SC(=C(N1)C=1C=C(C#N)C=CC1)C=1C=C2C(=CC=NC2=CC1)C 3-[2-amino-5-(4-methyl-6-quinolinyl)thiazol-4-yl]benzonitrile